1-methyl-3-(trifluoromethyl)-1H-picoline CN1C(C(=CC=C1)C(F)(F)F)C